C(C)(C)(C)OC(=O)N1C(C(N(CC1)C=1N=C2N(C=C(C=C2)C(NC)=O)C1)=O)CCOC=1C=C(C(=O)O)C=CC1 3-[2-[1-tert-butoxycarbonyl-4-[6-(methylcarbamoyl)imidazo[1,2-a]pyridin-2-yl]-3-oxo-piperazin-2-yl]ethoxy]benzoic acid